4-(5-hydrazino-1H-1,2,4-triazol-3-yl)morpholine N(N)C1=NC(=NN1)N1CCOCC1